2-((R)-2-hydroxy-2-((S)-1,2,3,4-tetrahydroisoquinolin-3-yl)ethyl)-6-(9-methoxy-3-azaspiro[5.5]undecane-3-carbonyl)-4,4-dimethyl-3,4-dihydroisoquinolin-1(2H)-one hydrochloride Cl.O[C@H](CN1C(C2=CC=C(C=C2C(C1)(C)C)C(=O)N1CCC2(CC1)CCC(CC2)OC)=O)[C@H]2NCC1=CC=CC=C1C2